C(C1=CC=CC=C1)C=C benzylethene